1-(2,2-difluoroethyl)-N-(6-(1-methyl-1H-imidazol-5-yl)isoquinolin-3-yl)piperidine-4-carboxamide FC(CN1CCC(CC1)C(=O)NC=1N=CC2=CC=C(C=C2C1)C1=CN=CN1C)F